3-[(5-fluoro-1H-indol-3-yl)carbamoyl]-1H-indazole-6-carboxylic acid FC=1C=C2C(=CNC2=CC1)NC(=O)C1=NNC2=CC(=CC=C12)C(=O)O